ethyl 5-allyl-2-methylbenzofuran-3-carboxylate C(C=C)C=1C=CC2=C(C(=C(O2)C)C(=O)OCC)C1